(R)-(-)-2-amino-4-methyl-1-pentanol CC(C)C[C@H](CO)N